C(C)[In]C ethylmethylindium